ClC1=C(C=CC=C1)N1C(C=C(C2=CC=C(N=C12)C1CC1)N1CC(CC1)O)=O 1-(2-chlorophenyl)-7-cyclopropyl-4-(3-hydroxypyrrolidin-1-yl)-1,8-naphthyridin-2(1H)-one